1-(3-phenylpropyl)-1H-pyrrole-2-carboxylic acid C1(=CC=CC=C1)CCCN1C(=CC=C1)C(=O)O